(3-(6-((4-methoxypyridin-2-yl)amino)-2-methylpyrimidin-4-yl)piperidin-1-yl)(phenyl)methanone COC1=CC(=NC=C1)NC1=CC(=NC(=N1)C)C1CN(CCC1)C(=O)C1=CC=CC=C1